NC1=NC(=C(C(=N1)NCCCC)CC1=C(C=C(C(=O)OC)C=C1)OC)C methyl 4-((2-amino-4-(butylamino)-6-methylpyrimidin-5-yl) methyl)-3-methoxybenzoate